CC1=C(N=C(N1)C=O)CCC 5-METHYL-4-PROPYL-1H-IMIDAZOLE-2-CARBALDEHYDE